1-(5-Chloro-2-((6-methoxy-2-methyl-1,2,3,4-tetrahydroisoquinolin-7-yl)amino)pyrimidin-4-yl)-5-fluoroindoline-3-carboxylic acid ClC=1C(=NC(=NC1)NC1=C(C=C2CCN(CC2=C1)C)OC)N1CC(C2=CC(=CC=C12)F)C(=O)O